4-chloro-N-(1-(5-(4-(difluoromethyl)picolinoyl)-5,6,7,8-tetrahydro-1,5-naphthyridin-2-yl)ethyl)benzamide ClC1=CC=C(C(=O)NC(C)C2=NC=3CCCN(C3C=C2)C(C2=NC=CC(=C2)C(F)F)=O)C=C1